NC1=CC2=CN(N=C2C=C1)C1CCC(CC1)CN1CCC(CC1)C=1C=CC=C2C(=CN=CC12)N1C(NC(CC1)=O)=O 1-[8-[1-[[4-(5-aminoindazol-2-yl)cyclohexyl]methyl]-4-piperidyl]-4-isoquinolyl]hexahydropyrimidine-2,4-dione